FC1=CC=C(CNC2=C(C(=C(C(=O)N)C=C2[N+](=O)[O-])NCCCC=O)OCCCN2CCOCC2)C=C1 4-((4-fluorobenzyl)amino)-((4-oxobutyl)amino)-3-(3-morpholinopropoxy)-5-nitrobenzamide